(cyclopropylmethyl)-N-(2-fluorophenyl)-N-methyl-1,2,3,4-tetrahydroisoquinolin-7-amine hydrochloride Cl.C1(CC1)CC1NCCC2=CC=C(C=C12)N(C)C1=C(C=CC=C1)F